ethyl 2-bromo-2-(3-fluoro-2-methoxy-5-((2-(triisopropylsilyl)thiazol-5-yl)methyl)phenyl)acetate BrC(C(=O)OCC)C1=C(C(=CC(=C1)CC1=CN=C(S1)[Si](C(C)C)(C(C)C)C(C)C)F)OC